C(C)(C)(C)OC(=O)N1CCN(CC1)C=1C=2C(N=CN1)=NN(C2)C=2C=NC(=C(C2)N)OC 4-(2-(5-Amino-6-methoxypyridin-3-yl)-2H-pyrazolo[3,4-d]pyrimidin-4-yl)piperazine-1-carboxylic acid tert-butyl ester